C(=O)(N1CCN(CC1)C(=O)OC(C)(C)C)N1CCN(CC1)C(=O)OC(C)(C)C 1,1'-carbonylbis(4-t-butoxycarbonylpiperazine)